C(C)(C)(C)OC(=O)N1C[C@@H](CCC1)CNCC=1C=NC(=CC1)OC.C(C=C)(=O)OC[Si](OC)(C)C (Acryloxymethyl)dimethylmethoxysilane (S)-tert-Butyl-3-((((6-methoxypyridin-3-yl)methyl)amino)methyl)piperidine-1-carboxylate